BrC1=CC2=C(CCC=3C(=NN(C23)C2=CC(=CC(=C2)Cl)Cl)C(=O)N2C(C(NCC2)=O)(C)C)C=C1 4-[8-bromo-1-(3,5-dichlorophenyl)-4,5-dihydrobenzo[g]indazole-3-carbonyl]-3,3-dimethyl-piperazin-2-one